4-tert-butyl-N-(3-{1-ethyl-5-[(methylamino)methyl]-1H-indol-2-yl}prop-2-yn-1-yl)benzamide tert-Butyl-(1-(tert-butyl)-5-formyl-1H-pyrazol-4-yl)carbamate C(C)(C)(C)N(C(O)=O)C=1C=NN(C1C=O)C(C)(C)C.C(C)(C)(C)C1=CC=C(C(=O)NCC#CC=2N(C3=CC=C(C=C3C2)CNC)CC)C=C1